C(=O)OC(CCCCCCC)CC Deca-8-yl formate